COCC1(CC(C1)=O)C#N 1-(Methoxymethyl)-3-oxocyclobutane-1-carbonitrile